ClC=1N(N=C2C(N(CCC21)[C@@H]2C(N(C1=C(OC2)C=C2C(=C1)N=C(O2)C2CC2)C)=O)=O)CC2=CC(=CC(=C2)F)F (S)-7-(3-chloro-2-(3,5-difluorobenzyl)-7-oxo-2,4,5,7-tetrahydro-6H-pyrazolo[3,4-c]pyridin-6-yl)-2-cyclopropyl-5-methyl-7,8-dihydro-oxazolo[4',5':4,5]benzo[1,2-b][1,4]oxazepin-6(5H)-one